dodecanyl methacrylate C(C(=C)C)(=O)OCCCCCCCCCCCC